6'-(((1S,3S)-3-((6,7-dihydrothieno[3,2-d]pyrimidin-2-yl)amino)cyclopentyl)amino)-2H-[1,3'-bipyridyl]-2-one N1=C(N=CC2=C1CCS2)N[C@@H]2C[C@H](CC2)NC2=CC=C(C=N2)N2C(C=CC=C2)=O